C(C1=CC=CC=C1)OC(=O)[N-]S(=O)(=O)N1C(=C(C=C1)Br)C(=O)OCC1=CC=CC=C1 benzyloxycarbonyl-(2-benzyloxycarbonyl-3-bromo-pyrrol-1-yl)sulfonyl-azanide